OCC1N(CCC1(C)C)C(=O)OC(C)(C)C tert-Butyl 2-(hydroxymethyl)-3,3-dimethyl-pyrrolidine-1-carboxylate